C(C1=CC=CC=C1)N1C[C@@H](NCC1)CCO[Si](C1=CC=CC=C1)(C1=CC=CC=C1)C(C)(C)C (S)-1-Benzyl-3-(2-((tert-butyldiphenylsilyl)oxy)ethyl)piperazine